ClC/C=C/C(=O)NC1=C(C=C(C=C1F)C(=O)C1=CC=C2C(=CC=CN12)C1=C(C2=C(N(C(=N2)C)C)C=C1C)OC)F (E)-4-chloro-N-(2,6-difluoro-4-(8-(4-methoxy-1,2,6-trimethyl-1H-benzo[d]imidazol-5-yl)indolizine-3-carbonyl)phenyl)but-2-enamide